N-{5-tert-butyl-2-[(propan-2-yl)oxy]benzene-1-sulfonyl}-6-(dimethylamino)-1-benzofuran-2-carboxamide C(C)(C)(C)C=1C=CC(=C(C1)S(=O)(=O)NC(=O)C=1OC2=C(C1)C=CC(=C2)N(C)C)OC(C)C